5-Ethyl-2-methoxy-N-(4-methoxybenzo[d]isoxazol-3-yl)benzenesulfonamide C(C)C=1C=CC(=C(C1)S(=O)(=O)NC1=NOC2=C1C(=CC=C2)OC)OC